ClC=1C=C(NC2(CCC3([C@H](CC4=CC=CC=C34)C[C@H](COC3=C(C(=NC=C3)CO)C)C)CC2)C(=O)O)C=CC1 (1r,2'S,4S)-4-(3-chloroanilino)-2'-[(2R)-3-{[2-(hydroxymethyl)-3-methylpyridin-4-yl]oxy}-2-methylpropyl]-2',3'-dihydrospiro[cyclohexane-1,1'-indene]-4-carboxylic acid